6-(4-benzyloxy-phenyl)-2-methyl-benzoimidazole-1,4-dicarboxylic acid 1-tert-butyl ester 4-methyl ester COC(=O)C1=CC(=CC=2N(C(=NC21)C)C(=O)OC(C)(C)C)C2=CC=C(C=C2)OCC2=CC=CC=C2